azetidine-3-carbonitrile, hydrochloride salt Cl.N1CC(C1)C#N